2-(5-{[(1R,3s,5S)-8-Azabicyclo[3.2.1]octan-3-yl](methyl)amino}[1,3]thiazolo[5,4-d][1,3]thiazol-2-yl)-5-bromopyridin-3-ol [C@H]12CC(C[C@H](CC1)N2)N(C=2SC1=C(N2)SC(=N1)C1=NC=C(C=C1O)Br)C